4-(2-hydroxypropan-2-yl)-1,2,5-oxadiazole-3-carboxamide OC(C)(C)C=1C(=NON1)C(=O)N